tert-Butyl 3-hydroxy-5-methyl-piperidine-1-carboxylate OC1CN(CC(C1)C)C(=O)OC(C)(C)C